N1C=NC(=C1)CNC(O[C@H]1[C@H](NC[C@@H]1O)CC1=CC=C(C=C1)OC)=O (2R,3S,4S)-4-hydroxy-2-[(4-methoxyphenyl)methyl]pyrrolidin-3-yl N-(1H-imidazol-4-ylmethyl)carbamate